9-nonyl-10-octyl-nonadecane-1,19-diamine C(CCCCCCCC)C(CCCCCCCCN)C(CCCCCCCCCN)CCCCCCCC